FC1(OC2=C(O1)C=CC(=C2)[C@H](C)OC2=NC=CC(=C2)N2N=C(C=1CCC[C@@H](C21)NC2=CC=C(C(=O)O)C=C2)C(F)(F)F)F 4-[[(7S)-1-[2-[(1S)-1-(2,2-difluoro-1,3-benzodioxol-5-yl)ethoxy]-4-pyridyl]-3-(trifluoromethyl)-4,5,6,7-tetrahydroindazol-7-yl]amino]benzoic acid